ClC1=CC2=C(N=N1)N(C=C2)CCCl 3-Chloro-7-(2-chloroethyl)-7H-pyrrolo[2,3-c]pyridazine